C(C1=CC=CC=C1)NC(O[C@H]1[C@H](NC[C@@H]1O)CC1=CC=C(C=C1)C=1N=NNC1)=O (2R,3S,4S)-4-hydroxy-2-{[4-(1H-1,2,3-triazol-4-yl)phenyl]methyl}pyrrolidin-3-yl N-benzylcarbamate